[4,5'-biisoindolin]-1-one C1(NCC=2C(=CC=CC12)C=1C=C2CNCC2=CC1)=O